1-bromo-2,7-dimethoxycarbazole BrC1=C(C=CC=2C3=CC=C(C=C3NC12)OC)OC